sodium octenyl succinate CCCCCC/C=C/OC(=O)CCC(=O)[O-].[Na+]